2,2,2-trifluoro-N-[(4-hydroxypiperidin-4-yl)methyl]acetamide FC(C(=O)NCC1(CCNCC1)O)(F)F